2-(2-Chloro-5-isopropyl-8-oxothieno[2',3':4,5]pyrrolo[1,2-d][1,2,4]triazin-7(8H)-yl)-N-(1-methyl-1H-pyrazol-5-yl)acetamide ClC1=CC2=C(C=C3N2C(=NN(C3=O)CC(=O)NC3=CC=NN3C)C(C)C)S1